2-(4-oxo-4,5-dihydro-2H-pyrazolo[3,4-d]pyrimidin-2-yl)acetic acid O=C1C=2C(N=CN1)=NN(C2)CC(=O)O